1-ethyl-(3-dimethylaminopropyl)carbonyl-Ethylenediamine C(C)C(CNC(=O)CCCN(C)C)N